4-((2-Methanesulfonylethyl)amino)-2-(((S)-2,3,4,5-tetrahydro-3-hydroxybenzo[b][1,4]oxazepin-7-yl)amino)pyrimidine-5-carboxamide CS(=O)(=O)CCNC1=NC(=NC=C1C(=O)N)NC1=CC2=C(OC[C@H](CN2)O)C=C1